tert-butyl 4-(6-bromopyridin-2-yl)piperidine-1-carboxylate BrC1=CC=CC(=N1)C1CCN(CC1)C(=O)OC(C)(C)C